CC1(COC1)CC(=O)OC(C)OC(N(C)[C@@]1(C(CCCC1)=O)C1=C(C=CC=C1)Cl)=O 1-((((R)-1-(2-chlorophenyl)-2-oxocyclohexyl)(methyl)carbamoyl)oxy)ethyl 2-(3-methyloxetan-3-yl)acetate